C(CCCCCCC\C=C/C=C/C=C/CCCC)(=O)[O-] α-eleostearate